2-methylpropanedioic acid CC(C(=O)O)C(=O)O